2-phenyl-1-(1-picolinoyl-1H-pyrrol-3-yl)ethan-1-one C1(=CC=CC=C1)CC(=O)C1=CN(C=C1)C(C1=NC=CC=C1)=O